3-fluoro-4-(1-decyloxy)phenylboronic acid FC=1C=C(C=CC1OCCCCCCCCCC)B(O)O